2,4,5-trifluorobenzeneacetyl chloride FC1=C(C=C(C(=C1)F)F)CC(=O)Cl